OC1=C(C=CC(=C1)O)S(=O)(=O)N1CC=2C=C(C=C(C2C1)O)O 2-[(2,4-Dihydroxyphenyl)sulfonyl]isoindoline-4,6-diol